6-[3-chloro-5-fluoro-4-(2-hydroxy-2-methylpropoxy)phenyl]-5-methyl-4,5-dihydro-2H-pyridazine ClC=1C=C(C=C(C1OCC(C)(C)O)F)C=1C(CCNN1)C